OC1=C(C=C(C=C1C(C)(C)CC)C(C)(C)CC)N1N=C2C(=N1)C=CC=C2 2-(2-hydroxy-3,5-di-tert-amyl-phenyl)-benzotriazole